ClC=1C=C(CN2C(C3=CC(=CC=C3C2)C2=NC(=NC=C2)NC=2C=NN(C2)C)=O)C=CC1 2-(3-chlorobenzyl)-6-(2-((1-methyl-1H-pyrazol-4-yl)amino)pyrimidin-4-yl)isoindolin-1-one